(S or R)-2-(4-(2-(((S)-((R)-5-cyano-1,2,3,4-tetrahydroquinolin-3-yl)(phenyl)methyl)amino)ethyl)phenyl)propanoic acid C(#N)C1=C2C[C@H](CNC2=CC=C1)[C@@H](C1=CC=CC=C1)NCCC1=CC=C(C=C1)[C@@H](C(=O)O)C |o1:28|